C(C1=CC=CC=C1)OC=1C=C(C=CC1)C[C@@H](C=C)NC(OC(C)(C)C)=O tert-butyl (S)-(1-(3-(benzyloxy)phenyl)but-3-en-2-yl)carbamate